5-[(1S,2S)-2-{[3-chloro-4-(cyclopropoxymethyl)phenyl]carbonyl}cyclopropyl]-2H-1,2,3,4-tetrazole ClC=1C=C(C=CC1COC1CC1)C(=O)[C@@H]1[C@H](C1)C=1N=NNN1